1,2,3,6-hexanetetrol C(C(C(CCCO)O)O)O